S1C(=NC2=C1C=CC=C2)NC([C@H](C)N2C[C@@H](C(CC2)(F)F)C2=CC=[N+](C=C2)[O-])=O 4-((S)-1-((S)-1-(benzo[d]thiazol-2-ylamino)-1-oxopropan-2-yl)-4,4-difluoropiperidin-3-yl)pyridine 1-oxide